C1(=C(C=CC=C1)C1=NC(=NC(=N1)C1=CC=CC=C1)C1=C(C=CC=C1)C=1C=C2C=3C=CC(=CC3C3(C2=CC1)CCCCC3)C#N)C3=CC=CC=C3 6'-(2-(4-([1,1'-biphenyl]-2-yl)-6-phenyl-1,3,5-triazin-2-yl)phenyl)spiro[cyclohexane-1,9'-fluorene]-2'-carbonitrile